2-Oxabicyclo[2.2.2]octan-4-ylmethyl acetate C(C)(=O)OCC12COC(CC1)CC2